methyl 5-chloro-1-((5-(3-fluoro-4-methoxyphenyl) pyrazin-2-yl) methyl)-1H-indazole-7-carboxylate ClC=1C=C2C=NN(C2=C(C1)C(=O)OC)CC1=NC=C(N=C1)C1=CC(=C(C=C1)OC)F